tert-Butyl (4-((8-carbamoylbenzo[c][2,6]naphthyridin-5-yl)amino)-2-methylbutan-2-yl)carbamate C(N)(=O)C=1C=CC2=C(N=C(C3=CC=NC=C23)NCCC(C)(C)NC(OC(C)(C)C)=O)C1